COC1=C2C=C(NC2=CC=C1)C(=O)N1[C@@H]([C@@H]2[C@H](C1)CCC2)C(=O)N[C@H](C=O)C[C@H]2C(NCC2)=O (1S,3ar,6as)-2-(4-methoxy-1H-indole-2-carbonyl)-N-((S)-1-oxo-3-((S)-2-oxopyrrolidin-3-yl)propane-2-yl)octahydrocyclopenta[c]pyrrole-1-carboxamide